[Pb](Br)Br.C(CCC)N N-butylamine lead Bromide salt